methyl-2,6-di-tert-butyl-2,5-cyclohexadien-1-one CC1=C(C(C(=CC1)C(C)(C)C)=O)C(C)(C)C